CC1(OB(OC1(C)C)C1=C(C=C(C=C1)S(=O)(=O)C)C)C 4,4,5,5-tetramethyl-2-(2-methyl-4-methylsulfonyl-phenyl)-1,3,2-dioxaborolane